2'-deoxy-2'-mercaptocytidine S[C@H]1[C@@H](O[C@@H]([C@H]1O)CO)N1C(=O)N=C(N)C=C1